5-(3-(((1-fluorocyclopropyl)methyl)amino)piperidin-1-yl)pyridin FC1(CC1)CNC1CN(CCC1)C=1C=CC=NC1